OC1=C(C(N(C=C1)C)=O)NC(N[C@@H](CC(=O)OCC)C=1C=NC=C(C1)C1=CC=CC=C1)=O ethyl (S)-3-(3-(4-hydroxy-1-methyl-2-oxo-1,2-dihydropyridin-3-yl)ureido)-3-(5-phenylpyridin-3-yl)propanoate